2-amino-4-hydroxyethylaminoanisole tert-Butyl-(S)-2-((S)-2-amino-3-(1-methyl-1H-indol-3-yl)propanamido)-6-diazo-5-oxohexanoate C(C)(C)(C)OC([C@H](CCC(C=[N+]=[N-])=O)NC([C@H](CC1=CN(C2=CC=CC=C12)C)N)=O)=O.NC1=C(C=CC(=C1)NCCO)OC